BrC1=C(N=C(S1)NS(=O)(=O)C1=NC=C(C=C1C)N=CC1=C(C(=CC=C1)OC)O)C1=CC(=C(C=C1)F)F N-(5-bromo-4-(3,4-difluorophenyl)thiazol-2-yl)-5-((2-hydroxy-3-methoxybenzylidene)amino)-3-methylpyridine-2-sulfonamide